N-(4-(tert-butyl)phenyl)-2-(2-(cyclohepta-1-en-1-yl)-5-ethyl-7-oxo-6-(piperazin-1-yl)-[1,2,4]triazolo[1,5-a]pyrimidin-4(7H)-yl)acetamide 3,5-di-tert-butyl-4-hydroxy-hydrocinnamate C(C)(C)(C)C=1C=C(CCC(=O)O)C=C(C1O)C(C)(C)C.C(C)(C)(C)C1=CC=C(C=C1)NC(CN1C=2N(C(C(=C1CC)N1CCNCC1)=O)N=C(N2)C2=CCCCCC2)=O